(S)-N-((3-chloro-5-fluoropyridin-2-yl)methyl)-4-(5-(5-fluoro-2-((S)-1-hydroxyethyl)pyridin-4-yl)-1H-pyrazole-3-carbonyl)-4-azaspiro[2.5]Octane-7-carboxamide ClC=1C(=NC=C(C1)F)CNC(=O)[C@H]1CCN(C2(CC2)C1)C(=O)C1=NNC(=C1)C1=CC(=NC=C1F)[C@H](C)O